FC(C(=O)O)(F)F.C(C)OC=1C(=NC=CC1)OC=1C=C(C=NC1)C1=NC=C(C=N1)C(=O)N[C@H]1CNCC[C@H]1C |r| rac-2-{5-[(3-ethoxypyridin-2-yl)oxy]pyridin-3-yl}-N-[(3R,4R)-4-methylpiperidin-3-yl]pyrimidine-5-carboxamide, trifluoroacetate salt